C1(=CC=CC=C1)C=1C2=CC=CC=C2C=C2C=CC=C(C12)C(=C)C1=CC=CC=C1 9,1-diphenylvinylanthracene